C(SC)(OCC1OCCCC1)=S S-methyl O-((tetrahydro-2H-pyran-2-yl) methyl) dithiocarbonate